CS(=O)(=O)OCC(C)OS(=O)(=O)C propane-1,2-diyl dimethanesulfonate